C(#N)C1=CC(=C(C=C1)CCCC(=O)O)NC(C(C)N1C=C(C2=CC=C(C=C12)C(NC)=O)C)=O 4-[4-cyano-2-((2-[3-methyl-6-(methylcarbamoyl)-1H-indol-1-yl]propanoyl)amino)phenyl]butanoic acid